(R)-hydroxy-(5Z,8Z,11Z,13E,17Z)-eicosapentaenoic acid OC(C(=O)O)=C\C=C/C=C\C=C/C=C\CCCCCCCCC